[4-(6-chloro-1-methyl-1H-pyrazolo[4,3-c]pyridin-4-yl)-2-(1-ethyl-3-methyl-1H-pyrazol-5-yl)-1,3-thiazol-5-yl]methanol ClC1=CC2=C(C(=N1)C=1N=C(SC1CO)C1=CC(=NN1CC)C)C=NN2C